3-hydroxy-3-methyl-3,4-dihydro-1,8-naphthyridine OC1(C=NC2=NC=CC=C2C1)C